3-((3,5-bis(trifluoromethyl)benzyl)amino)-5-(2-chlorophenoxy)-4H-benzo[e][1,2,4]thiadiazine 1,1-dioxide FC(C=1C=C(CNC2=NS(C3=C(N2)C(=CC=C3)OC3=C(C=CC=C3)Cl)(=O)=O)C=C(C1)C(F)(F)F)(F)F